FC1=CC=C2CCN(C2=C1)C(=O)C=1C=CC2=C(N=C(O2)C2C(NC(CC2)=O)=O)C1 3-(5-(6-fluoroindoline-1-carbonyl)benzo[d]oxazol-2-yl)piperidine-2,6-dione